[N+](=O)([O-])C=1C=C(C(=NC1)NC(C)=O)C(F)(F)F N-(5-nitro-3-(trifluoromethyl)pyridin-2-yl)acetamide